C(C(C)C)C1=NNC=2C1=NC(=CC2)C#N 3-isobutyl-1H-pyrazolo[4,3-b]pyridine-5-carbonitrile